O=C1C(N2CCC1CC2)CN(S(=O)(=O)C)C2=CC=CC=C2 N-((3-oxoquinuclidin-2-yl)methyl)-N-phenyl-methanesulfonamide